FC1([C@H](C1)C1=C(C=C(C=C1F)F)[C@@H]1C2=C(NC(=C1C(=O)OC)CF)COC2=O)F Methyl (R)-4-(2-((R)-2,2-difluorocyclopropyl)-3,5-difluorophenyl)-2-(fluoromethyl)-5-oxo-1,4,5,7-tetrahydrofuro[3,4-b]pyridine-3-carboxylate